C[C@@H]1N(CC1)C=1N=C(C2=C(N1)CCC2)C=2C=C(C=CC2)C2(CC2)C(=O)N 1-[3-[2-[(2S)-2-methylazetidin-1-yl]-6,7-dihydro-5H-cyclopenta[d]pyrimidin-4-yl]phenyl]cyclopropanecarboxamide